N-((1R,3S,5s,7s)-2-(5-(3-cyano-6-(2-hydroxy-2-methylpropyloxy)pyrazolo[1,5-a]pyridin-4-yl)pyrazin-2-yl)-2-azaadamantan-5-yl)carboxamide C(#N)C=1C=NN2C1C(=CC(=C2)OCC(C)(C)O)C=2N=CC(=NC2)N2[C@@H]1CC3CC(C[C@@H]2C3)(C1)NC=O